1-amino-cyclohexaneacetic acid NC1(CCCCC1)CC(=O)O